(3-(trifluoromethyl)phenyl)-3,5,7,8-tetrahydro-4H-thiopyrano[4,3-d]pyrimidin-4-one FC(C=1C=C(C=CC1)C=1NC(C2=C(N1)CCSC2)=O)(F)F